(R)-3-(((2-methoxy-4-(methoxycarbonyl)-6-nitrophenyl)amino)methyl)pyrrolidine-1-carboxylic acid tert-butyl ester C(C)(C)(C)OC(=O)N1C[C@H](CC1)CNC1=C(C=C(C=C1[N+](=O)[O-])C(=O)OC)OC